BrC1=CC=C(C=C1)N(C1=CC=C(C(=O)C=2CN(C3=CC=CC=C3C2O)C)C=C1)C1=CC=C(C=C1)Br 3-{4-[bis(4-bromophenyl)amino]benzoyl}-4-hydroxy-1-methylquinolin